bilirubin ditaurate C=CC1=C(C)C(=C/C2NC(CC3NC(/C=C4\NC(=O)C(C)=C4C=C)=C(C)C=3CCC(=O)NCCS(=O)(=O)O)=C(CCC(=O)NCCS(=O)(=O)O)C=2C)/NC1=O